CN1C[C@@H]([C@@H](CC1)N)C |r| rac-(3S,4R)-1,3-dimethylpiperidin-4-amine